COC(=O)C=1C=CC(=C2C=NN(C12)C(C)C1=NC=C(C=C1)C1CC1)C#CC 1-(1-(5-cyclopropylpyridin-2-yl)ethyl)-4-(propane-1-yn-1-yl)-1H-indazole-7-carboxylic acid methyl ester